((4-formyl-1-(4-(trifluoromethoxy)phenyl)-1H-pyrazolo[3,4-b]pyridin-3-yl)methyl)carbamic acid tert-butyl ester C(C)(C)(C)OC(NCC1=NN(C2=NC=CC(=C21)C=O)C2=CC=C(C=C2)OC(F)(F)F)=O